C(C)(C)(C)C1=CC=2C(C3=CC(=CC=C3C2C=C1)C(C)(C)C)[Hf](C)C (2,7-di-tert-butyl-fluoren-9-yl)dimethylhafnium